C(N)(=O)C=1C(=NC(=CN1)NC1CCOCC1)NC=1C=C(OCCCNC([C@H](C)N(C(OC(C)(C)C)=O)C)=O)C=CC1 tert-butyl (S)-(1-((3-(3-((3-carbamoyl-6-((tetrahydro-2H-pyran-4-yl)amino)pyrazin-2-yl)amino)phenoxy)propyl) amino)-1-oxopropan-2-yl)(methyl)carbamate